6-(4-aminophenyl)-2-isopropyl-5-methyl-4,5-dihydropyridazin-3(2H)-one NC1=CC=C(C=C1)C=1C(CC(N(N1)C(C)C)=O)C